(1R,3R,4R)-N-[(1R)-1-cyano-2-[(3R)-2-oxo-3-piperidyl]ethyl]-5,5-difluoro-2-[(2S)-4-methyl-2-[(2,2,2-trifluoroacetyl)amino]pentanoyl]-2-azabicyclo[2.2.2]octane-3-carboxamide C(#N)[C@@H](C[C@@H]1C(NCCC1)=O)NC(=O)[C@@H]1N([C@H]2CC([C@@H]1CC2)(F)F)C([C@H](CC(C)C)NC(C(F)(F)F)=O)=O